1-(3-chloropropyl)-1H-pyrazole ClCCCN1N=CC=C1